N1-benzyl-4,5-dichloro-2-fluoro-N3-[4-(oxetan-3-yl)phenyl]benzene-1,3-dicarboxamide C(C1=CC=CC=C1)NC(=O)C1=C(C(=C(C(=C1)Cl)Cl)C(=O)NC1=CC=C(C=C1)C1COC1)F